COC1=CC=C2C(=CC=NC2=C1)N1CCN(CC1)C(=O)OC(C)(C)C tert-butyl 4-(7-methoxyquinolin-4-yl)piperazine-1-carboxylate